IC=1C=C(C(=CC1)NC)N 4-iodo-N1-methyl-benzene-1,2-diamine